2,2-Difluorohexahydro-1,3-dimethylpyrimidine FC1(N(CCCN1C)C)F